N(C1=CC=CC=C1)[SH2+] anilinosulfonium